2-(1-(2-thienyl)vinyl)-1-p-tolylaziridine S1C(=CC=C1)C(=C)C1N(C1)C1=CC=C(C=C1)C